CC1(COC1)C(=O)N[C@@H](CCOC1CC(C1)CCC1=NC=2NCCCC2C=C1)C(=O)O N-(3-methyl-oxetan-3-carbonyl)-O-(3-(2-(5,6,7,8-tetrahydro-1,8-naphthyridin-2-yl)ethyl)cyclobutyl)homoserine